CN1C(NC(C=2N(C(=NC12)N(C)C[C@H](C)N)CC#CC)=O)=O 3-methyl-7-(2-butyn-1-yl)-8-[(S)-(2-amino-propyl)-methylamino]-xanthin